C1(CCCC1)N1[C@@H](C(N(C=2C=NC(=NC12)NC1=C(C=C(C(=O)NCCCO)C=C1)OC)C)=O)CC 4-[[(7R)-8-cyclopentyl-7-ethyl-5-methyl-6-oxo-7H-pteridin-2-yl]amino]-N-(3-hydroxypropyl)-3-methoxybenzamide